CN(CC(=O)NC(C)(C)C1=CC=C(C=C1)C1=NNC(=C1CC(F)(F)F)C=1C=C(C=2N(C1)N=CN2)C)C 2-(dimethylamino)-N-(2-(4-(5-(8-methyl-[1,2,4]triazolo[1,5-a]pyridin-6-yl)-4-(2,2,2-trifluoroethyl)-1H-pyrazol-3-yl)phenyl)propan-2-yl)acetamide